1-((tetrahydro-2H-pyran-3-yl)methyl)tetrahydroisoquinolin-7-amine O1CC(CCC1)CC1NCCC2=CC=C(C=C12)N